6-(3-amino-6-chloro-2-fluorophenyl)imidazo[1,5-a]pyrazine-1-carbonitrile NC=1C(=C(C(=CC1)Cl)C=1N=CC=2N(C1)C=NC2C#N)F